4-(5-methyl-7H-pyrrolo[2,3-d]pyrimidin-4-yl)-N-(phenyl((S)-pyrrolidin-2-yl)methyl)-3,4-dihydro-2H-1,4-thiazine-6-carboxamide hydrochloride Cl.CC1=CNC=2N=CN=C(C21)N2CCSC(=C2)C(=O)NC([C@H]2NCCC2)C2=CC=CC=C2